tert-butyl ((3R)-1-(6-(1-(4-(6-(pyrrolidin-1-yl)pyrazin-2-yl)-1H-imidazol-1-yl)ethyl)pyridazin-3-yl)piperidin-3-yl)carbamate N1(CCCC1)C1=CN=CC(=N1)C=1N=CN(C1)C(C)C1=CC=C(N=N1)N1C[C@@H](CCC1)NC(OC(C)(C)C)=O